BrC1=C(C=C(C(=C1F)F)OC)CC(=O)O 2-(2-Bromo-3,4-difluoro-5-methoxyphenyl)acetic acid